NCC1=CC=C(C=C1)CSC1=C(C(=NN1)C1C(N(CCC1)C(=O)N(C)C)=O)F 3-[5-({[4-(aminomethyl)phenyl]methyl}sulfanyl)-4-fluoro-1H-pyrazol-3-yl]-N,N-dimethyl-2-oxopiperidine-1-carboxamide